C(C)C=1C=C(C=C(C1N1C(C=CC1=O)=O)C)CC1=CC(=C(C(=C1)C)N1C(C=CC1=O)=O)CC Bis(3-ethyl-5-methyl-4-maleimidophenyl)methan